CN([Si](O[Si](C)(C)C)(C)C)C 1-dimethylamino-pentamethyldisiloxane